C(=O)C=1N=C(C=2N=CN([C@H]3[C@H](O)[C@H](OP(=O)(O)O)[C@@H](COP(=O)(O)OP(=O)(O)OCC(C)(C)[C@@H](O)C(=O)NCCC(=O)NCCS)O3)C2N1)N 2-formyl-coa